4H,8H-benzo[c][1,3]dioxino[4,5-f]chromen-4-one O1COC(C=2C1=C1C3=C(COC1=CC2)C=CC=C3)=O